C(C)(C)(C)C1=CC=2C(N=C1)=NN(C2)C=2C=C(C=CC2F)N2C[C@@H](CC2)F (3R)-N-(3-{5-tert-butyl-2H-pyrazolo[3,4-b]pyridin-2-yl}-4-fluorophenyl)-3-fluoropyrrolidine